1-(2-chloro-4-(4-fluorobenzyl)-8,8-dimethyl-7,8-dihydro-6H-imidazo[1,2-a]pyrrolo[2,3-e]pyridin-6-yl)ethan-1-one ClC=1N=C2N(C3=C(C=C2CC2=CC=C(C=C2)F)N(CC3(C)C)C(C)=O)C1